N1=NC(=CC=2CCCCC12)O 5,6,7,8-tetrahydrocinnoline-3-ol